2-(4-(5-chloro-2-(1H-tetrazol-1-yl)phenyl)-2,5-dioxapiperazin-1-yl)-3-phenyl-N-(pyrazolo[1,5-a]pyridin-6-yl)propionamide ClC=1C=CC(=C(C1)N1CON(CO1)C(C(=O)NC=1C=CC=2N(C1)N=CC2)CC2=CC=CC=C2)N2N=NN=C2